2-(dimethoxysilylmethylethyl)pyridine CO[SiH](OC)CC(C)C1=NC=CC=C1